(S)-azetidin-2-yl-(4-butylpiperazin-1-yl)methanone hydrochloride Cl.N1[C@@H](CC1)C(=O)N1CCN(CC1)CCCC